3-methoxy-7-(piperidin-4-yl)-5-(2-(trifluoromethyl)benzyl)pyrido[2,3-b]pyrazin-6(5H)-one COC1=CN=C2C(=N1)N(C(C(=C2)C2CCNCC2)=O)CC2=C(C=CC=C2)C(F)(F)F